3-[6-bromo-3-(6-methylpyrazin-2-yl)-2,4-dioxo-thieno[3,2-d]pyrimidin-1-yl]propionitrile BrC1=CC=2N(C(N(C(C2S1)=O)C1=NC(=CN=C1)C)=O)CCC#N